(azetidin-3-yloxy)(methyl)amine hydrochloride Cl.N1CC(C1)ONC